(1S,4s)-4-((R)-3-fluoropyrrolidin-1-yl)cyclohexan-1-amine F[C@H]1CN(CC1)C1CCC(CC1)N